hexa(octan-3-yl) 9,9',9'',9''',9'''',9'''''-(((benzene-1,3,5-triyltris(azanediyl))tris(4-oxobutane-4,1-diyl))tris(azanetriyl))hexanonanoate C1(=CC(=CC(=C1)NC(CCCN(CCCCCCCCC(=O)OC(CC)CCCCC)CCCCCCCCC(=O)OC(CC)CCCCC)=O)NC(CCCN(CCCCCCCCC(=O)OC(CC)CCCCC)CCCCCCCCC(=O)OC(CC)CCCCC)=O)NC(CCCN(CCCCCCCCC(=O)OC(CC)CCCCC)CCCCCCCCC(=O)OC(CC)CCCCC)=O